N-(4-{[3-bromo-4-[(2,4-difluorobenzyl)oxy]-6-methyl-2-oxopyridin-1(2H)-yl]methyl}benzyl)piperazine-1-carboxamide hydrochloride Cl.BrC=1C(N(C(=CC1OCC1=C(C=C(C=C1)F)F)C)CC1=CC=C(CNC(=O)N2CCNCC2)C=C1)=O